FC1=CC=C(OC2=C(C(=O)O)C=CC=N2)C=C1 2-(4-fluorophenoxy)nicotinic acid